Nitrosyl-perchloric acid N(=O)OCl(=O)(=O)=O